(S)-N-(((S)-8-chloro-4-ethyl-4-hydroxy-9-methyl-3,14-dioxo-3,4,12,14-tetrahydro-1H-pyrano[3',4':6,7]indolizino[1,2-b]quinolin-11-yl)methyl)-3-hydroxybutanamide ClC=1C(=CC=2C(=C3C(=NC2C1)C1=CC2=C(C(N1C3)=O)COC([C@]2(O)CC)=O)CNC(C[C@H](C)O)=O)C